6-(piperidin-1-yl)-naphthalen-2-yl triflate O(S(=O)(=O)C(F)(F)F)C1=CC2=CC=C(C=C2C=C1)N1CCCCC1